FC(CN1C(=NC2=C1C=C(C=C2F)C=2C(=CN1N=C(N=C(C12)OC([2H])([2H])[2H])N[C@H]1[C@H](CN(CC1)C1COC1)F)F)C)F 5-(1-(2,2-difluoroethyl)-4-fluoro-2-methyl-1H-benzo[d]imidazol-6-yl)-6-fluoro-N-((3S,4R)-3-fluoro-1-(oxetan-3-yl)piperidin-4-yl)-4-(methoxy-d3)pyrrolo[2,1-f][1,2,4]triazin-2-amine